CS(=O)(=O)C=1C=C(C(=CC1)NC)N 4-Methanesulfonyl-N1-methyl-benzene-1,2-diamine